7-((2-hydroxyethyl)amino)-2-((1-methyl-1H-pyrazol-3-yl)methyl)-6-(phenylsulfonyl)phthalazin-1(2H)-one OCCNC1=C(C=C2C=NN(C(C2=C1)=O)CC1=NN(C=C1)C)S(=O)(=O)C1=CC=CC=C1